(R)-[1-(4-amino-phenyl)-1H-[1,2,3]triazol-4-yl]-(6-cyclopropyl-imidazo[1,5-a]pyrazin-5-yl)-methanol NC1=CC=C(C=C1)N1N=NC(=C1)[C@H](O)C1=C(N=CC=2N1C=NC2)C2CC2